CC1=C(C=2N(C=C1)N=CN2)C 7,8-dimethyl-[1,2,4]triazolo[1,5-a]pyridine